C(\C(\C)=C\C(=O)O)(=O)O.C(C)(=O)NC1=CC=C(C(=O)O)C=C1 (4-Acetamidobenzoic acid), mesaconic acid salt